9,9'-(2-(oxiran-2-ylmethoxy)propane-1,3-diyl)bis(3,6-difluoro-9H-carbazole) O1C(C1)COC(CN1C2=CC=C(C=C2C=2C=C(C=CC12)F)F)CN1C2=CC=C(C=C2C=2C=C(C=CC12)F)F